7-(hydroxymethyl)-5-(3-(hydroxymethyl)piperazin-1-yl)-2,3-dihydro-1,4-benzodioxine OCC=1C=C(C2=C(OCCO2)C1)N1CC(NCC1)CO